Terpinolen CC1=CCC(=C(C)C)CC1